ClC1=C(OC2=CC(=CC=C2)OC2=C(C=C(C=C2)C(F)(F)F)Cl)C=CC(=C1)C(F)(F)F 1,3-bis(2-chloro-4-(trifluoromethyl)phenoxy)benzene